C(C)OC1=C(C=CC(=C1)F)C1CC(NC=2C=C3C(=CC12)OCO3)=O 8-(2-ethoxy-4-fluorophenyl)-7,8-dihydro-[1,3]dioxolo[4,5-g]quinolin-6(5H)-one